NC1=NNC2=C(C=C(C=C12)C1=CC(=NC=C1)NC(OC(C)(C)C)=O)C1=CC=C(C=C1)CCN1CCOCC1 tert-Butyl (4-(3-amino-7-(4-(2-morpholinoethyl)phenyl)-1H-indazol-5-yl)pyridin-2-yl)carbamate